NC=1C(=NC(=C(N1)N1CCC(CC1)(C)N)C=1OC=NN1)SC1=C(C(=NC=C1)C#N)Cl 4-((3-amino-5-(4-amino-4-methylpiperidin-1-yl)-6-(1,3,4-oxadiazol-2-yl)pyrazin-2-yl)thio)-3-chlorocyanopyridine